Methyl (3S)-1-(4-bromo-2,5-difluorophenyl)pyrrolidine-3-carboxylate BrC1=CC(=C(C=C1F)N1C[C@H](CC1)C(=O)OC)F